((1s,3s)-3-Hydroxy-3-methylcyclobutyl)(6-(2-methylbenzyl)-2-azaspiro[3.3]heptan-2-yl)methanone OC1(CC(C1)C(=O)N1CC2(C1)CC(C2)CC2=C(C=CC=C2)C)C